C1(=CC=CC=C1)C(=CN(C1=CC=C(C=C1)/C=C(/C(=O)O)\C#N)C=C(C1=CC=CC=C1)C1=CC=CC=C1)C1=CC=CC=C1 (E)-3-(4-(bis(2,2-diphenylvinyl)amino)phenyl)-2-cyanoacrylic acid